3-(4-((2-(4-(5-((4-(((R)-1-(3-bromophenyl)ethyl)amino)-6-methoxy-2-methyl-quinazolin-7-yl)oxy)pentyl)piperazin-1-yl)-2-oxoethyl)amino)phenyl)piperidine-2,6-dione BrC=1C=C(C=CC1)[C@@H](C)NC1=NC(=NC2=CC(=C(C=C12)OC)OCCCCCN1CCN(CC1)C(CNC1=CC=C(C=C1)C1C(NC(CC1)=O)=O)=O)C